C1[C@H]([C@H]1C(=O)O)[C@@H](C(=O)O)N (2S,3R,4S)-α-(Carboxycyclopropyl)glycine